CS(=O)(=O)C1=C(C(OC1)=O)C1=CC=CC=C1 (methylsulfonyl)-phenyl-2(5H)-furanone